C(C)OC1=C(C=O)C=CC(=C1)C(F)(F)F 2-ethoxy-4-(trifluoromethyl)benzaldehyde